C(#N)C1=NC2=CC(=CC(=C2N=C1N1CC(CC1)(F)F)C(C)NC1=C(C(=O)O)C=CC=C1)C 2-((1-(2-cyano-3-(3,3-difluoropyrrolidin-1-yl)-7-methylquinoxalin-5-yl)ethyl)amino)benzoic acid